C(C)[C@@H]1CN(C[C@@H](N1)C(=O)OC)S(=O)(=O)C1=CC=CC=C1 cis-methyl 6-ethyl-4-(phenylsulfonyl)piperazine-2-carboxylate